FC(C)(F)C1=CC=CC(=N1)C(=O)NC=1C(=CC=2N(C1)C=C(N2)C2OCCOC2)C(=O)OC methyl 6-[[6-(1,1-difluoroethyl)pyridine-2-carbonyl]amino]-2-(1,4-dioxan-2-yl)imidazo[1,2-a]pyridine-7-carboxylate